NC1=NC(=C(C=2N1C(N(N2)C[C@@H]2NCCOC2)=O)N2C[C@H](O[C@H](C2)C)C)C2=CC=CC=C2 5-amino-8-[(cis)-2,6-dimethylmorpholin-4-yl]-2-[[(3S)-morpholin-3-yl]methyl]-7-phenyl-[1,2,4]triazolo[4,3-c]pyrimidin-3-one